N1C=C(CC=C1)C(=O)OC methyl 1,4-dihydropyridine-3-carboxylate